2,6-bis(chloromethyl)naphthalene ClCC1=CC2=CC=C(C=C2C=C1)CCl